COC=1C=C2C=NC(=NC2=CC1)N[C@H]1CN(CC1)C(=O)C1=CC=C(C=C1)NC(C=C)=O (R)-N-(4-(3-((6-methoxyquinazolin-2-yl)amino)pyrrolidine-1-carbonyl)phenyl)acrylamide